6-Pyrrolidin-1-yl-N-m-tolyl-N1-p-tolyl-[1,3,5]triazine-2,4-diamine hydrochloride Cl.N1(CCCC1)C1=NC(=NC(N1C1=CC=C(C=C1)C)NC=1C=C(C=CC1)C)N